C(C)C1C(N1)C(=O)[O-] 3-ethylaziridine-2-carboxylate